C(C)(C)OC=1C(=CC=2C(N1)=NN(C2)CC2COCC2)C(=O)NC=2C=NN1C2N=CC=C1 6-Isopropoxy-N-(pyrazolo[1,5-a]pyrimidin-3-yl)-2-((tetrahydrofuran-3-yl)methyl)-2H-pyrazolo[3,4-b]pyridine-5-carboxamide